C(=O)(O)CC=1C(=C(C(=O)NC2=CC=CC(=N2)C(=O)O)C=C(C1)O)O 6-(3-(carboxymethyl)-2,5-dihydroxybenzoylamino)picolinic acid